5-Methyl-N4-[3-(1-methylethoxy)phenyl]-N2-(4-(4-methylpiperazin-1-yl)phenyl)pyrimidine-2,4-diamine CC=1C(=NC(=NC1)NC1=CC=C(C=C1)N1CCN(CC1)C)NC1=CC(=CC=C1)OC(C)C